8-fluoro-1,2,3,4-tetrahydroisoquinoline FC=1C=CC=C2CCNCC12